perfluorooctadecyltriethoxysilane FC(C(F)(F)F)(O[Si](OC(C(F)(F)F)(F)F)(OC(C(F)(F)F)(F)F)C(C(C(C(C(C(C(C(C(C(C(C(C(C(C(C(C(C(F)(F)F)(F)F)(F)F)(F)F)(F)F)(F)F)(F)F)(F)F)(F)F)(F)F)(F)F)(F)F)(F)F)(F)F)(F)F)(F)F)(F)F)(F)F)F